tert-Butyl (2-(8-((cyclopropylmethyl)sulfanyl)imidazo[1,5-a]pyridin-3-yl)propan-2-yl)carbamate C1(CC1)CSC=1C=2N(C=CC1)C(=NC2)C(C)(C)NC(OC(C)(C)C)=O